3-phenylbenzo[d]isoxazole C1(=CC=CC=C1)C1=NOC2=C1C=CC=C2